5-[4-(4-Fluoro-2-methanesulfonylphenyl)piperazine-1-carbonyl]methyl-N-(1-methylcyclopropyl)furo[2,3-d]pyrimidin-4-amine FC1=CC(=C(C=C1)N1CCN(CC1)C(=O)CC1=COC=2N=CN=C(C21)NC2(CC2)C)S(=O)(=O)C